tert-butyl (2S)-4-(7-(8-chloronaphthalen-1-yl)-2,6,8-trifluoroquinazolin-4-yl)-2-(cyanomethyl)piperazine-1-carboxylate ClC=1C=CC=C2C=CC=C(C12)C1=C(C=C2C(=NC(=NC2=C1F)F)N1C[C@@H](N(CC1)C(=O)OC(C)(C)C)CC#N)F